C(C)OP(=O)(OCC)CC1=CC=C2C=CC(=CC2=C1)C(=O)OCC=C allyl 7-((diethoxyphosphoryl) methyl)-2-naphthoate